O=C(C=CC(=O)N1CCC=CC1)C 1-(4-oxopent-2-enoyl)-1,2,3,6-tetrahydropyridine